C(N)(=O)C12CCC(CC1)(CC2)C2=NC(=NC=C2)N(C(OC(C(F)(F)F)(C)C)=O)CC21CCC(CC2)(CC1)C1=NC(=NO1)C1CC1 1,1,1-trifluoro-2-methylpropan-2-yl (4-(4-carbamoylbicyclo[2.2.2]octan-1-yl)pyrimidin-2-yl)((4-(3-cyclopropyl-1,2,4-oxadiazol-5-yl)bicyclo[2.2.2]octan-1-yl)methyl)carbamate